2,2'-bis(trifluoromethyl)biphenyl pyridinium ketoethanolamine salt O=C(O)CN.[NH+]1=CC=CC=C1.FC(C1=C(C=CC=C1)C1=C(C=CC=C1)C(F)(F)F)(F)F